8-(4-chloro-2-(trifluoromethyl)phenyl)-9-(4-((1-(3-fluoropropyl)azetidin-3-yl)methyl)phenyl)-6,7-dihydro-5H-benzo[7]annulene-3-carboxylic acid ClC1=CC(=C(C=C1)C=1CCCC2=C(C1C1=CC=C(C=C1)CC1CN(C1)CCCF)C=CC(=C2)C(=O)O)C(F)(F)F